7-Bromo-6-chloro-5-(((S)-2-((3,3-difluoropropyl)amino)-4-(triisopropylsilyl)but-3-yn-1-yl)oxy)-8-fluoro-2-(((2R,7aS)-2-fluorotetrahydro-1H-pyrrolizin-7a(5H)-yl)methoxy)quinazolin-4-ol BrC1=C(C(=C2C(=NC(=NC2=C1F)OC[C@]12CCCN2C[C@@H](C1)F)O)OC[C@H](C#C[Si](C(C)C)(C(C)C)C(C)C)NCCC(F)F)Cl